C(CCCCCCC)NC(C)O (octylamino)-1-ethanol